3,5-difluoro-N-(3-fluoro-4-(3-methyl-1-(thiazol-2-yl)-1H-pyrazol-4-yl)phenyl)isonicotinamide HEXENYL-ISOBUTYRATE C(=CCCCC)OC(C(C)C)=O.FC1=C(C(=O)NC2=CC(=C(C=C2)C=2C(=NN(C2)C=2SC=CN2)C)F)C(=CN=C1)F